C1(CC1)C1=C(C(=NO1)C1CCC2(CC2)CC1)CO[C@H]1[C@@H]2CN([C@H](C1)C2)C2=C(C=C(C(=O)OC)C=C2)F methyl 4-((1S,4S,5R)-5-((5-cyclopropyl-3-(spiro[2.5]octan-6-yl)isoxazol-4-yl)methoxy)-2-azabicyclo[2.2.1]heptan-2-yl)-3-fluorobenzoate